3-propoxypropyl-silane C(CC)OCCC[SiH3]